ClC1=NC(=CC2=C1N(C=N2)C2CC2)C2=CC=C1C(=C2)N(C(C12CCOCC2)=O)C2CC(C2)N2CCCCC2 6-(4-Chloro-3-cyclopropyl-3H-imidazo[4,5-c]pyridin-6-yl)-1-((1s,3s)-3-(piperidin-1-yl)cyclobutyl)-2',3',5',6'-tetrahydrospiro[indolin-3,4'-pyran]-2-one